(2R)-methyl 2-amino-2-methylhexanoate hydrochloride Cl.N[C@@](C(=O)OC)(CCCC)C